5-(hydroxymethyl)-3-(2-(methylamino)-2-oxoacetamido)-1H-indole-1-carboxylic acid tert-butyl ester C(C)(C)(C)OC(=O)N1C=C(C2=CC(=CC=C12)CO)NC(C(=O)NC)=O